ClC1=C(OC2=NC=CC=C2C(=O)N)C=CC(=C1)CC(=O)NC=1SC(=C(N1)C1CCC1)C1=NC=CC=C1 (2-chloro-4-(2-((4-cyclobutyl-5-(pyridin-2-yl)thiazol-2-yl)amino)-2-oxoethyl)phenoxy)pyridine-3-carboxamide